CC(C)N1N=C(N=C1OC1=CC(=CC=C1)OC(F)(F)F)NC1[C@H]2CN(C[C@@H]1CC2)C(=O)OC(C)(C)C tert-butyl (1R,5S,8s)-8-{[1-(propan-2-yl)-5-[3-(trifluoromethoxy)phenoxy]-1H-1,2,4-triazol-3-yl]amino}-3-azabicyclo[3.2.1]octane-3-carboxylate